N1(CCOCC1)CN1C=CC2=CC=C(C=C12)C=O (morpholinylmethyl)-1H-indole-6-carbaldehyde